C(#N)C1=CC=C(C(=N1)C)COC1=CC=CC(=N1)C1=CC(=C(C=C1F)CC=1N(C2=C(N1)C(=CC(=C2)C(=O)O)OC)CC2OCC2)F 2-[[4-[6-[(6-Cyano-2-methyl-3-pyridyl)methoxy]-2-pyridyl]-2,5-difluoro-phenyl]methyl]-7-methoxy-3-[[oxetan-2-yl]methyl]benzimidazole-5-carboxylic acid